(3R)-3-[tert-butyl-(dimethyl)silyl]Oxy-3-[2-[(3S)-2,6-dioxo-3-piperidyl]-1-oxo-isoindolin-5-yl]Propanal C(C)(C)(C)[Si](O[C@H](CC=O)C=1C=C2CN(C(C2=CC1)=O)[C@@H]1C(NC(CC1)=O)=O)(C)C